(E)-1-((4-(5-styryl-1,2,4-oxadiazol-3-yl)naphthalen-1-yl)methyl)azetidine-3-carboxylic acid C(=C\C1=CC=CC=C1)/C1=NC(=NO1)C1=CC=C(C2=CC=CC=C12)CN1CC(C1)C(=O)O